C(C1=CC=CC=C1)SC=1C=C(C=C(C1OC)Cl)CO (3-Benzylthio-5-chloro-4-methoxy-phenyl)methanol